[N+](=O)([O-])C=1C=C2C(C(NC2=CC1)=O)=O 5-nitro-2,3-diketoindole